C12CN(CC2C1)C1=NC2=C(C=C(C=C2C(N1)=O)C)Br 2-(3-azabicyclo[3.1.0]hexan-3-yl)-8-bromo-6-methyl-3H-quinazolin-4-one